FC=1C=C(C=C(C1)C1=CC(=CC=C1)OC(F)(F)F)[C@H](CC(=O)OCC)NC(=O)NC=1C(N(C=CC1O)C)=O ethyl (S)-3-(5-fluoro-3'-(trifluoromethoxy)biphenyl-3-yl)-3-(3-(4-hydroxy-1-methyl-2-oxo-1,2-dihydropyridin-3-yl)ureido)propanoate